2-((2S,6S)-4-(6-(8-chloronaphthalen-1-yl)-3-(((S)-1-methylpyrrolidin-2-yl)methoxy)pyrazolo[1,5-c]pyrimido[5,4-e]pyrimidin-1-yl)-6-methylpiperazin-2-yl)acetonitrile ClC=1C=CC=C2C=CC=C(C12)C1=NC2=C(C=3N1N=CC3)C(=NC(=N2)OC[C@H]2N(CCC2)C)N2C[C@@H](N[C@H](C2)C)CC#N